tert-butyl 4-(5-[6,8-dimethylimidazo[1,2-a]pyrazin-2-yl]phthalazin-1-yl)-3,6-dihydro-2H-pyridine-1-carboxylate CC=1N=C(C=2N(C1)C=C(N2)C2=C1C=NN=C(C1=CC=C2)C=2CCN(CC2)C(=O)OC(C)(C)C)C